Cl.C(C)(C)ON O-isopropyl-hydroxylamine hydrochloride